tert-butyl ((3S,5S)-1-(2-aminophenyl)-5-(hydroxymethyl)pyrrolidin-3-yl)carbamate NC1=C(C=CC=C1)N1C[C@H](C[C@H]1CO)NC(OC(C)(C)C)=O